COC(=O)C1=NN(C=2C3(CCCC12)CC3)C3=NC=CN=C3 1'-(pyrazin-2-yl)-1',4',5',6'-tetrahydrospiro[cyclopropane-1,7'-indazole]-3'-carboxylic acid methyl ester